(Z)-8-Decene-4,6-diyn CCCC#CC#C\C=C/C